FC1=CC=C(OC(=O)N[C@@H](CCCCN)C(=O)O)C=C1 ((4-Fluorophenoxy)carbonyl)-L-lysine